[C-]1(C=CC=C1)[C@@H](CC)O.[CH-]1C=CC=C1.[Fe+2] (R)-1-ferrocenylpropanol